C1(=CC=CC=C1)CCCCC 1-phenyl-pentan